1H-imidazo[4,5-c]quinoline-7-carboxylic acid methyl ester COC(=O)C=1C=CC=2C3=C(C=NC2C1)N=CN3